1-(pyrimidin-5-yl)hydrazine-1,2-dicarboxylic acid di-tert-butyl ester C(C)(C)(C)OC(=O)N(NC(=O)OC(C)(C)C)C=1C=NC=NC1